methyl 3-bromo-5-(chloro-sulfonyl)benzoate BrC=1C=C(C(=O)OC)C=C(C1)S(=O)(=O)Cl